CC1(CN(C1)CC1=CC(=C(C=C1)N1C=NC(=C1)C1=NC(=NC=C1C(F)(F)F)NC1CCN(CC1)S(=O)(=O)C)C(F)(F)F)O 3-Methyl-1-(4-(4-(2-((1-(methylsulfonyl)piperidin-4-yl)amino)-5-(trifluoromethyl)pyrimidin-4-yl)-1H-imidazol-1-yl)-3-(trifluoromethyl)benzyl)azetidin-3-ol